FC(C(=O)OOC(C(C(C(C(C(C(C(C(F)(F)F)(F)F)(F)F)(F)F)(F)F)(F)F)(F)F)(F)F)=O)(C(C(C(C(C(C(C(F)(F)F)(F)F)(F)F)(F)F)(F)F)(F)F)(F)F)F di(perfluorononanoyl)peroxide